γ-chloroPropylmethyldimethoxysilane ClCCC[Si](OC)(OC)C